FC=1C=C2C(=C(NC2=C(C1)F)C1=CC=C(C=C1)F)C1CC(C1)O 3-[5,7-difluoro-2-(4-fluorophenyl)-1H-indol-3-yl]cyclobutanol